2,5-dimethyl-2,5-bis(alpha-cumyl-peroxy)-3-hexyne CC(C)(C#CC(C)(OOC(C)(C)C1=CC=CC=C1)C)OOC(C)(C)C1=CC=CC=C1